2-bromo-4-chloro-6-[4-(4-methyl-1,2,4-triazol-3-yl)piperidin-1-yl]benzonitrile BrC1=C(C#N)C(=CC(=C1)Cl)N1CCC(CC1)C1=NN=CN1C